N-[(1S)-1-[[(1S)-1-(hydroxymethyl)-2-[(3S)-2-oxopyrrolidin-3-yl]ethyl]carbamoyl]-3-methyl-butyl]-4-methoxy-1H-indole-2-carboxamide OC[C@H](C[C@H]1C(NCC1)=O)NC(=O)[C@H](CC(C)C)NC(=O)C=1NC2=CC=CC(=C2C1)OC